C(C)(C)(C)OC(CCS(=O)C1CCCC1)=O 3-(cyclopentylsulfinyl)-propionic acid tert-butyl ester